[Si](C)(C)(C(C)(C)C)OCC1=C(C=CC=C1)SC1=C(C=C(C=C1C(F)(F)F)C1=CC=CC=C1)CNS(=O)C(C)(C)C N-({2-[(2-{[(tert-butyldimethylsilyl)oxy]methyl}phenyl)sulfanyl]-5-phenyl-3-(trifluoromethyl)phenyl}methyl)-2-methylpropane-2-sulfinamide